2-isopropyl-5-methyl-p-benzoquinone C(C)(C)C=1C(C=C(C(C1)=O)C)=O